CN1C=2C=CC(=NC2C=CC1=O)C#N 5-methyl-6-oxo-1,5-naphthyridine-2-carbonitrile